CN(CCN(C1=CC=C(C=C1)NC=1N=CC2=C(N1)N=C(C=C2C#C[Si](C(C)C)(C(C)C)C(C)C)NC2=CC=CC=C2)C)C N2-(4-{[2-(dimethylamino)ethyl](methyl)amino}phenyl)-N7-phenyl-5-[2-(triisopropylsilyl)ethynyl]pyrido[2,3-d]pyrimidine-2,7-diamine